5-hydroxy-3',4',7-tricarboxylmethoxyflavone OC1=C2C(C=C(OC2=CC(=C1)OCC(=O)O)C1=CC(=C(C=C1)OCC(=O)O)OCC(=O)O)=O